N2-(4-methoxyphenyl)-N4-(2-(4-methylpiperazin-1-yl)ethyl)quinazoline-2,4-diamine COC1=CC=C(C=C1)NC1=NC2=CC=CC=C2C(=N1)NCCN1CCN(CC1)C